CN(C)CC=1C=C(C=CC1)B(O)O [3-[(dimethylamino)methyl]phenyl]boronic acid